2,N-dicyclohexyl-2-[2-(4-diethylamino-phenyl)-benzimidazol-1-yl]-acetamide C1(CCCCC1)C(C(=O)NC1CCCCC1)N1C(=NC2=C1C=CC=C2)C2=CC=C(C=C2)N(CC)CC